C(C1CO1)OCCCC=CCCO[SiH3] γ-glycidoxypropylvinylethoxysilane